NC1=C(C(=C(OC2=CC=NC3=CC=C(C=C23)OC)C(=C1)F)F)F 4-(4-amino-2,3,6-trifluorophenoxy)-6-methoxyquinolin